5-(mercaptomethyl)furan-2-carboxylic acid SCC1=CC=C(O1)C(=O)O